COC1=C(N=C2C(=N1)NC(=N2)C(F)(F)F)NC2=CC(=CC=C2)OC(F)(F)F 6-METHOXY-N-(3-(TRIFLUOROMETHOXY)PHENYL)-2-(TRIFLUOROMETHYL)-1H-IMIDAZO[4,5-B]PYRAZIN-5-AMINE